BrC1=C2N(C=3C(=C(C=C(C13)OCCCO[Si](C)(C)C(C)(C)C)Cl)Cl)CCN(C2=O)C 10-Bromo-9-(3-((tert-butyldimethylsilyl)oxy)propoxy)-6,7-dichloro-2-methyl-3,4-dihydropyrazino[1,2-a]indol-1(2H)-one